7'-chloro-1-methyl-spiro[indoline-3,3'-isochromane]-1',2-dione ClC1=CC=C2CC3(OC(C2=C1)=O)C(N(C1=CC=CC=C13)C)=O